CCOC(=O)C1=CC(=C(C(=C1)O)O)O The molecule is a gallate ester obtained by the formal condensation of gallic acid with ethanol. It has a role as a plant metabolite.